3,3'-Thiodipropionic acid di-n-octadecyl ester C(CCCCCCCCCCCCCCCCC)OC(CCSCCC(=O)OCCCCCCCCCCCCCCCCCC)=O